5-amino-2-bromo-N-(2,4-Dimethoxybenzyl)benzenesulfonamide NC=1C=CC(=C(C1)S(=O)(=O)NCC1=C(C=C(C=C1)OC)OC)Br